N-tertiary butyl-1-aza-3-cycloheptanone C(C)(C)(C)N1CC(CCCC1)=O